OC1=CC=C2CC(C(C2=C1)=O)=CC1=CSC=C1 6-hydroxy-2-(thien-3-ylmethylene)-2,3-dihydro-1H-inden-1-one